(2,6-difluoro-4-(trifluoromethyl)phenyl)methanol FC1=C(C(=CC(=C1)C(F)(F)F)F)CO